NC1=NC=2C(=C3CCN(CC3=CC2)C(=O)OC(C)(C)C)N1C[C@@H](CCCOC1=C(C=NN1C)C1=NC(=CC(=C1)C(=O)OC)C)C methyl 2-(5-{[(4R)-4-{[2-amino-7-(tert-butoxycarbonyl)-6H,8H,9H-imidazo[4,5-f]isoquinolin-1-yl] methyl} pentyl] oxy}-1-methylpyrazol-4-yl)-6-methylpyridine-4-carboxylate